4-(pyridin-2-yl)-N-(4-(trifluoromethyl)pyridin-2-yl)thiazol-2-amine N1=C(C=CC=C1)C=1N=C(SC1)NC1=NC=CC(=C1)C(F)(F)F